(2R)-N-[4-(3-anilino-5,7-dimethyl-4-oxo-4,5-dihydro-1H-pyrrolo[3,2-c]pyridin-2-yl)pyridin-2-yl]-2-(4-fluorophenyl)propenamide N(C1=CC=CC=C1)C1=C(NC2=C1C(N(C=C2C)C)=O)C2=CC(=NC=C2)NC(C(=C)C2=CC=C(C=C2)F)=O